OC(C)(C)C=1C=C2[C@H](C3(CCNCC3)CC2=CC1)N[S@](=O)C(C)(C)C (R)-N-((S)-5-(2-hydroxypropan-2-yl)-1,3-dihydrospiro[inden-2,4'-piperidin]-3-yl)-2-methylpropan-2-sulfinamide